C1(CC1)C1=C(C(=NO1)C1=C(C=CC=C1Cl)Cl)COC1CCN(CC1)C1=NN(C(=C1)C(=O)OCC)COCC[Si](C)(C)C ethyl 3-(4-((5-cyclopropyl-3-(2,6-dichlorophenyl)isoxazol-4-yl)methoxy)piperidin-1-yl)-1-((2-(trimethylsilyl)ethoxy)methyl)-1H-pyrazole-5-carboxylate